2-(2-Bromopyridin-4-yl)-5-ethynylbenzo[d]oxazole BrC1=NC=CC(=C1)C=1OC2=C(N1)C=C(C=C2)C#C